CN(C(=O)CN1C[C@H]([C@H](CC1)NC1=C2C=C(N(C2=CC=C1)CC(F)(F)F)C#CCNC1=C(C=C(C(=O)O)C=C1)OC)F)C 4-{[3-(4-{[(3R,4S)-1-[(dimethylcarbamoyl)methyl]-3-fluoropiperidin-4-yl]amino}-1-(2,2,2-trifluoroethyl)-1H-indol-2-yl)prop-2-yn-1-yl]amino}-3-methoxybenzoic acid